COC1=CC=C2C(C=CC3(C2=C1OC)C(N(C(C1=CC=CC=C13)=O)C)=O)=O 7',8'-Dimethoxy-2-methyl-1H,4'H-spiro[isoquinoline-4,1'-naphthalene]-1,3,4'(2H)-trione